8-bromo-N-[(5-methyl-1H-benzimidazol-2-yl)methyl]-2-(methylsulfanyl)pyrazolo[1,5-a][1,3,5]triazin-4-amine BrC=1C=NN2C1N=C(N=C2NCC2=NC1=C(N2)C=CC(=C1)C)SC